C[C@@H]1N(C[C@H](NC1)C)C=1C2=C(N(C(C1)=O)C)N(C(=N2)CC#N)C 2-(7-((2S,5R)-2,5-dimethylpiperazin-1-yl)-3,4-dimethyl-5-oxo-4,5-dihydro-3H-imidazo[4,5-b]pyridin-2-yl)acetonitrile